3-(5-Fluoro-7-((S,Z)-2-(hydroxymethyl)-4-(methoxyimino)pyrrolidine-1-carbonyl)benzo[d][1,3]dioxol-4-yl)-2-methylbenzonitrile FC1=C(C2=C(OCO2)C(=C1)C(=O)N1[C@@H](C/C(/C1)=N/OC)CO)C=1C(=C(C#N)C=CC1)C